C(OCC(C)C1CC1)(OC1=CC=C(C=C1)[N+](=O)[O-])=O 2-cyclopropylpropyl (4-nitrophenyl) carbonate